N-[1-[(4-methoxyphenyl)methyl]-5-(5-methyl-1H-benzimidazol-2-yl)pyrazol-3-yl]-6-morpholino-pyridine-3-carboxamide COC1=CC=C(C=C1)CN1N=C(C=C1C1=NC2=C(N1)C=CC(=C2)C)NC(=O)C=2C=NC(=CC2)N2CCOCC2